1-[4-(2-bromo-6-methoxy-3-methyl-3,4-dihydronaphthalen-1-yl)phenyl]-4-(dimethoxymethyl)piperidine BrC1=C(C2=CC=C(C=C2CC1C)OC)C1=CC=C(C=C1)N1CCC(CC1)C(OC)OC